C(CCCCCCCCCC)NCCCCCCCCCCN N-undecyldecane-1,10-diamine